(S)-N-(1-(4-(benzylsulfanyl)-3-cyanophenylamino)-1-oxo-3-phenylpropan-2-yl)-4-fluorobenzamide C(C1=CC=CC=C1)SC1=C(C=C(C=C1)NC([C@H](CC1=CC=CC=C1)NC(C1=CC=C(C=C1)F)=O)=O)C#N